1-((tetrahydro-2H-pyran-4-yl)methyl)piperazin O1CCC(CC1)CN1CCNCC1